C(C)(=O)N1CCC(CC1)(OCC)C=1C(N(C2=C(C(=NC(=C2C1)Cl)C)C#CCN(C([2H])([2H])[2H])C([2H])([2H])[2H])C)=O (1-acetyl-4-ethoxypiperidin-4-yl)-8-(3-(bis(methyl-d3)amino)prop-1-yn-1-yl)-5-chloro-1,7-dimethyl-1,6-naphthyridin-2(1H)-one